F[C@@H]1C[C@H](N(C1)C(CC=1C=C2C=CC=NC2=CC1)=O)C(=O)N[C@@H](C1=CC=CC=C1)C1=CC(=C(C=C1)C(C)C)F (2S,4R)-4-fluoro-N-[(S)-[3-fluoro-4-(propan-2-yl)phenyl](phenyl)methyl]-1-[2-(quinolin-6-yl)acetyl]pyrrolidine-2-carboxamide